C(C(=C)C)(=O)OC([NH2+]CC(=O)O)(C)C dimethyl-carboxymethylammonio-methyl methacrylate